6-(3,4-difluorophenyl)-3-methyl-1-[(5-methyl-1,3,4-oxadiazol-2-yl)methyl]imidazo[4,5-b]pyridin-2-one FC=1C=C(C=CC1F)C=1C=C2C(=NC1)N(C(N2CC=2OC(=NN2)C)=O)C